C(C1=CC=CC=C1)N1C=CC=2C1=NC(=CC2)Cl 1-benzyl-6-chloro-1H-pyrrolo[2,3-b]pyridine